(2R)-2-Amino-N-[2-methoxy-6-[2-(trifluoromethyl)-1H-pyrrolo[2,3-b]pyridin-4-yl]-3-pyridyl]-4,4-dimethyl-pentanamide N[C@@H](C(=O)NC=1C(=NC(=CC1)C1=C2C(=NC=C1)NC(=C2)C(F)(F)F)OC)CC(C)(C)C